(E)-2,4-difluoro-N-(2-methoxy-5-(4-(4-(4-oxopent-2-enoyl)piperazin-1-yl)quinazolin-6-yl)pyridin-3-yl)benzenesulfonamide benzenesulfonate C1(=CC=CC=C1)S(=O)(=O)O.FC1=C(C=CC(=C1)F)S(=O)(=O)NC=1C(=NC=C(C1)C=1C=C2C(=NC=NC2=CC1)N1CCN(CC1)C(\C=C\C(C)=O)=O)OC